N-(6-fluoro-5-methylpyridin-3-yl)-5-(2-(((1r,3s,5R,7S)-3-hydroxyadamantan-1-yl)amino)-2-oxoacetyl)-1,2,4-trimethyl-1H-pyrrole-3-carboxamide FC1=C(C=C(C=N1)NC(=O)C1=C(N(C(=C1C)C(C(=O)NC12CC3(C[C@H](C[C@@H](C1)C3)C2)O)=O)C)C)C